tert-butyl (2S,4R)-4-(2,3-dichloro-6-methoxyphenyl)-2-(3-methoxy-3-oxoprop-1-en-1-yl)pyrrolidine-1-carboxylate ClC1=C(C(=CC=C1Cl)OC)[C@H]1C[C@H](N(C1)C(=O)OC(C)(C)C)C=CC(=O)OC